2-(hydroxymethoxy)benzoic acid OCOC1=C(C(=O)O)C=CC=C1